C1=NC=C(C2=CC=CC=C12)N1C(NC2=CC=C(C=C2C1=O)C=O)=O 3-(isoquinolin-4-yl)-2,4-dioxo-1,2,3,4-tetrahydroquinazoline-6-carbaldehyde